CCN1C=NC2=CC=CC=C21 ethylbenzimidazole